C(#N)C1=CC=C(C=C1)C(=C)N1N=NC2=C1C=CC=C2 1-(1-(p-cyanophenyl)Vinyl)-1H-benzo[d][1,2,3]Triazole